C1(CCCC1)N(CC(=O)NC=1C=NC(=C(C1)NC1=NN(C2=NC(=NC=C21)NC=2C=NN(C2)C)C)C)CCCO 2-(cyclopentyl(3-hydroxypropyl)amino)-N-(6-methyl-5-((1-methyl-6-((1-methyl-1H-pyrazol-4-yl)amino)-1H-pyrazolo[3,4-d]pyrimidin-3-yl)amino)pyridin-3-yl)acetamide